tert-butyl (2S)-2-[[4-(4-fluorophenyl)-7-hydroxy-3-isopropenyl-2-quinolyl]amino]propanoate FC1=CC=C(C=C1)C1=C(C(=NC2=CC(=CC=C12)O)N[C@H](C(=O)OC(C)(C)C)C)C(=C)C